C1(CC1)NC(C1=C(C=C(C(=C1)C=1C=NN(C1)C1=CN=C2N1C=C(C=C2)C2CCNCC2)C)F)=O N-Cyclopropyl-2-fluoro-4-methyl-5-[1-(6-piperidin-4-yl-imidazo[1,2-a]pyridin-3-yl)-1H-pyrazol-4-yl]-benzamide